C(#C)C=1C=CC(=C(C1)CNC(OC)=O)C methyl [(5-ethynyl-2-methylphenyl)methyl]carbamate